cyclopropane-1-carboxylic acid Tert-butyl ester C(C)(C)(C)OC(=O)C1CC1